L-aspartic acid monohydrate O.N[C@@H](CC(=O)O)C(=O)O